FC1=CC=C(C=C1)CCC=1C=C(C(NN1)=O)O 6-[2-(4-fluorophenyl)ethyl]-4-hydroxypyridazin-3(2H)-one